NC(C(S(=O)(=O)C)C1=CC=C(O1)C(=O)O)=O 5-(2-amino-1-methanesulfonyl-2-oxo-ethyl)furan-2-carboxylic acid